CC1=C(C=CC(=C1)C)C1=NC=NC=N1 (2,4-dimethyl-phenyl)-1,3,5-triazine